2-[[3-Chloro-4-[4-chloro-2-(5-fluoro-2-pyridyl)-1H-imidazol-5-yl]phenyl]sulfonylamino]acetic acid ClC=1C=C(C=CC1C1=C(N=C(N1)C1=NC=C(C=C1)F)Cl)S(=O)(=O)NCC(=O)O